OC[C@H]1O[C@@H]([C@@H]([C@H]([C@H]1O)N1N=NC(=C1)C1=CC(=C(C(=C1)F)F)F)OC)C[C@@H]1CC(=NO1)C1CCNCC1 (2R,3R,4S,5R,6R)-2-(hydroxymethyl)-5-methoxy-6-(((S)-3-(piperidin-4-yl)-4,5-dihydroisoxazol-5-yl)methyl)-4-(4-(3,4,5-trifluorophenyl)-1H-1,2,3-triazol-1-yl)tetrahydro-2H-pyran-3-ol